1-(cyclobutylmethyl)-N-[4-(piperazin-1-yl)-6-(pyrrolidin-1-yl)pyrimidin-2-yl]-1H-pyrazolo[4,3-c]pyridin-6-amine C1(CCC1)CN1N=CC=2C=NC(=CC21)NC2=NC(=CC(=N2)N2CCNCC2)N2CCCC2